N[C@H]1CS(C2=C(N(C1=O)CC1=CC=C(C=C1)S(=O)(=O)C(F)(F)F)C=C(C=C2)C=2OC(=NN2)C(C)(C)C)(=O)=O (3R)-3-amino-7-(5-tert-butyl-1,3,4-oxadiazol-2-yl)-1,1-dioxo-5-[[4-(trifluoromethylsulfonyl)phenyl]methyl]-2,3-dihydro-1lambda6,5-benzothiazepin-4-one